N-((1s,3s)-3-((5-(3-fluoroimidazo[1,2-a]pyridin-6-yl)-7H-pyrrolo[2,3-d]pyrimidin-2-yl)amino)-1-methylcyclobutyl)acetamide FC1=CN=C2N1C=C(C=C2)C2=CNC=1N=C(N=CC12)NC1CC(C1)(C)NC(C)=O